BrC=1C=C(C=CC1)S(=O)(=O)N1C=CC2=CC(=CC=C12)OCCCN1CCN(CC1)CC#C 1-((3-Bromophenyl)sulfonyl)-5-(3-(4-(prop-2-yn-1-yl)piperazin-1-yl)propoxy)-1H-indole